The molecule is a 1,2-diacyl-sn-glycero-3-phosphoethanolamine in which the 1- and 2-acyl groups are specified as hexadecanoyl (palmitoyl) and (8Z,11Z,14Z)-icosatrienoyl respectively. It derives from a hexadecanoic acid and an all-cis-icosa-8,11,14-trienoic acid. It is a tautomer of a 1-hexadecanoyl-2-(8Z,11Z,14Z-icosatrienoyl)-sn-glycero-3-phosphoethanolamine zwitterion. CCCCCCCCCCCCCCCC(=O)OC[C@H](COP(=O)(O)OCCN)OC(=O)CCCCCC/C=C\\C/C=C\\C/C=C\\CCCCC